C(#C)C1=CC(=C(C=C1)C1=C(C=C(N=N1)NC(CNCC(C)(C)O)=O)C)O N-(6-(4-ethynyl-2-hydroxyphenyl)-5-methylpyridazin-3-yl)-2-((2-hydroxy-2-methylpropyl)amino)acetamide